BrC1=CC(=NN1C)NC=1SC(=CN1)C(=O)NC1=C(C(=CC=C1C)O)C 2-((5-Bromo-1-methyl-1H-pyrazol-3-yl)amino)-N-(3-hydroxy-2,6-dimethylphenyl)thiazole-5-carboxamide